(7-fluoro-2-(o-tolyl)-4-(1,1,1-trifluoropropan-2-yl)quinolin-6-yl)-3-(hydroxymethyl)-1H-1,2,4-triazol-5(4H)-one FC1=C(C=C2C(=CC(=NC2=C1)C1=C(C=CC=C1)C)C(C(F)(F)F)C)N1N=C(NC1=O)CO